N-(3-Aminophenyl)sulfonyl-6-tert-butyl-2-(o-tolyl)pyridin-3-carboxamid NC=1C=C(C=CC1)S(=O)(=O)NC(=O)C=1C(=NC(=CC1)C(C)(C)C)C1=C(C=CC=C1)C